FC1=CC(=C(C=C1C)B(O)O)OC 4-FLUORO-2-METHOXY-5-METHYLPHENYLBORONIC ACID